2,4,6-Trimethylbenzophenone CC1=C(C(=O)C2=CC=CC=C2)C(=CC(=C1)C)C